CN1N=C(C2=CC=CC(=C12)NCC1=CC=C(C=C1)CN[C@@H]1[C@@]2(CC[C@H](C1)C2(C)C)C)C2C(NC(CC2)=O)=O 3-(1-methyl-7-((4-((((1R,2S,4R)-1,7,7-trimethylbicyclo[2.2.1]heptan-2-yl)amino)methyl)benzyl)amino)-1H-indazol-3-yl)piperidine-2,6-dione